NC1CCC(CC1)CNC1=CC=C(C=C1)N1CCS(CC1)(=O)=O 4-(4-(((4-aminocyclohexyl)methyl)amino)phenyl)thiomorpholine 1,1-dioxide